(fluoro(2-(((3S,6S,9aS)-3-(3-(2-fluoro-3-methoxypyridin-4-yl)azetidine-1-carbonyl)-5-oxooctahydro-1H-pyrrolo[1,2-a]azepin-6-yl)carbamoyl)benzo[b]thiophen-5-yl)methyl)phosphonic acid FC(C1=CC2=C(SC(=C2)C(N[C@H]2CCC[C@@H]3N(C2=O)[C@@H](CC3)C(=O)N3CC(C3)C3=C(C(=NC=C3)F)OC)=O)C=C1)P(O)(O)=O